C(C=C)(=O)OC(C(=O)OCC)CCCCO ethyl 2-(acryloyloxy)-6-hydroxycaproate